7-bromo-1-(2-chlorophenyl)-4-((cyclopropylmethyl)amino)-6-fluoroquinazolin-2(1H)-one BrC1=C(C=C2C(=NC(N(C2=C1)C1=C(C=CC=C1)Cl)=O)NCC1CC1)F